CC1=CCCC(C1\C=C\C(=C/C)\C)(C)C 1,5,5-trimethyl-6-[(1E,3Z)-3-methyl-penta-1,3-dienyl]cyclohexene